BrC1=CN(C2=C1C=NC(=C2)C=2C=NN(C2)C)S(=O)(=O)C2=CC=CC=C2 3-bromo-6-(1-methyl-1H-pyrazol-4-yl)-1-(benzenesulfonyl)-1H-pyrrolo[3,2-c]pyridine